5'-(2-chloro-benzyloxy)-[2,3']bipyridinyl-6'-ylamine ClC1=C(COC=2C=C(C=NC2N)C2=NC=CC=C2)C=CC=C1